C(CCCCCC\C=C/CCCCCCCC)C1(OC[C@@H](O1)CCCN(C)C)CCCCCCC\C=C/CCCCCCCC 3-((S)-2,2-di((Z)-heptadec-8-en-1-yl)-1,3-dioxolan-4-yl)-N,N-dimethylpropan-1-amine